2-{[4-(3-methyl-1H-indazol-5-yl)-6-{[(oxan-4-yl)methyl]amino}-1-oxo-2,3-dihydro-1H-isoindol-2-yl]methyl}prop-2-enamide CC1=NNC2=CC=C(C=C12)C1=C2CN(C(C2=CC(=C1)NCC1CCOCC1)=O)CC(C(=O)N)=C